ClC1=C(C=C2C(=C(N(C2=C1)C)C1=NNC(=N1)C(F)(F)F)N1C=NC=C1)O 6-chloro-3-(1H-imidazol-1-yl)-1-methyl-2-(5-(trifluoromethyl)-1H-1,2,4-triazol-3-yl)-1H-indol-5-ol